C(C)(C)(C)OC(CC1(CCN(CC1)C1=C(C=C(C(=C1)F)NC=1C(=NC(=CC1)OCC1=CC=CC=C1)OCC1=CC=CC=C1)F)O)=O 2-[1-[4-[(2,6-dibenzyloxy-3-pyridyl)amino]-2,5-difluoro-phenyl]-4-hydroxy-4-piperidyl]acetic acid tert-butyl ester